NCC1=CC(=C(C=C1)CC(=O)OCC)OCC1=COC2=C1C=C(C=C2)C2=CC(=CC=C2)CN ethyl 2-(4-(aminomethyl)-2-((5-(3-(aminomethyl)phenyl)benzofuran-3-yl)methoxy)phenyl)acetate